6-bromo-2-isopropyl-3,4-dihydroisoquinolin BrC=1C=C2CCN(CC2=CC1)C(C)C